acrylic acid monostearate C(CCCCCCCCCCCCCCCCC)(=O)O.C(C=C)(=O)O